tert-butyl (3S)-6-[3-[2-(dimethylamino)ethyl]phenyl]-3-methyl-3,4-dihydro-2H-pyridine-1-carboxylate CN(CCC=1C=C(C=CC1)C1=CC[C@@H](CN1C(=O)OC(C)(C)C)C)C